ClC1=C2C=NN(C2=C(C=C1)C(=O)NC1CC2(CC(C2)CC(=O)O)C1)CC1=CN=C(O1)C1=CC=CC=C1 2-(6-(4-chloro-1-((2-phenyloxazole-5-yl)methyl)-1H-indazole-7-carboxamido)spiro[3.3]hept-2-yl)acetic acid